5-[3-(2,4-dimethylphenylamino)-2-hydroxypropyl]-1,3,4-oxadiazole-2(3H)-thione CC1=C(C=CC(=C1)C)NCC(CC1=NNC(O1)=S)O